Pyrazine hydrobromide Br.N1=CC=NC=C1